(R)-4-amino-4'-(difluoromethoxy)-6'-(3-hydroxypyrrolidine-1-yl)-6-(thiazole-2-yl)-[2,2'-bipyridine]-3-carbonitrile NC1=C(C(=NC(=C1)C=1SC=CN1)C1=NC(=CC(=C1)OC(F)F)N1C[C@@H](CC1)O)C#N